FC=1C=C(C=CC1OC=1C2=C(N=CN1)C=C(C(=N2)OC)OCCOC)NC(=O)C2(CC2)C(=O)NC2=CC=C(C=C2)F 1-N'-[3-fluoro-4-[6-methoxy-7-(2-methoxyethoxy)pyrido[3,2-d]pyrimidin-4-yl]oxyphenyl]-1-N-(4-fluorophenyl)cyclopropane-1,1-dicarboxamide